C(C)(C)[C@@H]1N=C([C@H](N=C1OC)CC1=CC(=NO1)OC)OC 5-(((2R,5S)-5-isopropyl-3,6-dimethoxy-2,5-dihydropyrazin-2-yl)methyl)-3-methoxyisoxazole